(S)-2-((7-(2-aminobenzo[d]oxazol-5-yl)quinoxalin-2-yl)amino)propanamide NC=1OC2=C(N1)C=C(C=C2)C2=CC=C1N=CC(=NC1=C2)N[C@H](C(=O)N)C